NC1=CC(=NN1C)C1=C2C=CC(=NC2=C(C=C1)C)C(=O)NS(=O)(=O)C1=NC(=CC=C1OC)C(C)(C)C 5-(5-amino-1-methyl-1H-pyrazol-3-yl)-N-((6-(tert-butyl)-3-methoxypyridin-2-yl)sulfonyl)-8-methylquinoline-2-carboxamide